5-(5'-chloro-2'-fluorobiphenyl-4-yl)-2-methylpentanoic Acid ClC=1C=CC(=C(C1)C1=CC=C(C=C1)CCCC(C(=O)O)C)F